BrC=1C=CC=2[C@H]([C@@H]3[C@H](C2C1)C3)NC (1aR,6S,6aS)-3-bromo-N-methyl-1,1a,6,6a-tetrahydrocyclopropa[a]inden-6-amine